BrC=1C=C2C(=C(C(N(C2=CC1)C)=O)C(=O)N)N1CCC(CC1)C=1OC(=NN1)C1=CC=CC=C1 6-Bromo-1-methyl-2-oxo-4-[4-(5-phenyl-1,3,4-oxadiazol-2-yl)piperidin-1-yl]-1,2-dihydroquinoline-3-carboxamide